C(C)OCC(CC1=CNC2=CC=CC=C12)NC(=O)C1=CC2=C(S1)C=C(C=C2)N2CCN(CC2)C N-(1-ethoxy-3-(1H-indol-3-yl)propan-2-yl)-6-(4-methylpiperazin-1-yl)benzo[b]-thiophene-2-carboxamide